trans-4-((4-(2-Ethyloxazol-4-yl)pyridin-2-yl)((trans-4-(5-methoxy-6-methylpyridin-2-yl)cyclohexyl)methyl)carbamoyl)cyclohexyl 3-hydroxyazetidine-1-carboxylate OC1CN(C1)C(=O)O[C@@H]1CC[C@H](CC1)C(N(C[C@@H]1CC[C@H](CC1)C1=NC(=C(C=C1)OC)C)C1=NC=CC(=C1)C=1N=C(OC1)CC)=O